[OH-].C[Sn+]=O methyl-tin oxide hydroxide